1-(6,7-dihydro-5H-benzo[6,7]cyclohepta[1,2-c]pyridazin-3-yl)-N3-((7S)-7-((propyl)amino)-6,7,8,9-tetrahydro-5H-benzo[7]annulene-2-yl)-1H-1,2,4-triazole-3,5-diamine N1=NC(=CC2=C1C1=C(CCC2)C=CC=C1)N1N=C(N=C1N)NC=1C=CC2=C(CC[C@H](CC2)NCCC)C1